1-[(12AR)-9-(2-chloro-6-hydroxyphenyl)-10-fluoro-8-[(pyridin-4-yl)methoxy]-3,4,12,12a-tetrahydro-6H-pyrazino[2,1-c][1,4]benzoxazepin-2(1H)-yl]prop-2-en-1-one ClC1=C(C(=CC=C1)O)C1=C(C2=C(CN3[C@@H](CO2)CN(CC3)C(C=C)=O)C=C1OCC1=CC=NC=C1)F